2-(2-((3-fluorophenyl)ethynyl)phenyl)acetonitrile FC=1C=C(C=CC1)C#CC1=C(C=CC=C1)CC#N